C(#N)CCCCC(C1=CC(=CC=C1)\C=C\C(=O)OC)C1=CN=C(N1)C=1C=C(OC=2C(=C3C=CNC3=CC2F)/C=C/C(=O)O)C=CC1F (E)-3-(5-(3-(5-(5-Cyano-1-(3-((E)-3-methoxy-3-oxoprop-1-en-1-yl)phenyl)pentyl)-1H-imidazol-2-yl)-4-fluorophenoxy)-6-fluoro-1H-indol-4-yl)acrylic acid